N-(6-(2H-1,2,3-triazol-2-yl)-5-(trifluoromethyl)pyridin-3-yl)-4-(3-amino-5-(1-hydroxyethyl)pyridin-4-yl)-2-chloro-5-fluorobenzamide N=1N(N=CC1)C1=C(C=C(C=N1)NC(C1=C(C=C(C(=C1)F)C1=C(C=NC=C1C(C)O)N)Cl)=O)C(F)(F)F